COC(C)COC(C)COC(C)COC Tri-propylenglycol dimethyl ether